1-methyl-3-nitro-1,2-dihydro-1,5-naphthyridin-2-one CN1C(C(=CC2=NC=CC=C12)[N+](=O)[O-])=O